CSC=1N=CC2=C(N1)NC(C=C2)=O 2-(methylthio)pyrido[2,3-d]-pyrimidin-7(8H)-one